N1[C@H]2[C@@H](CC1)CC[C@@H]2O (3aR,6S,6aS)-octahydrocyclopenta[b]pyrrol-6-ol